ClC=1C=CC2=C(N(CN(S2(=O)=O)[C@@H]([C@H](C)C2=C(C(=CC=C2F)C)C)C2=NNC(O2)=O)CCCOC)N1 5-((1S,2R)-1-(6-chloro-4-(3-methoxypropyl)-1,1-dioxido-3,4-dihydro-2H-pyrido[2,3-e][1,2,4]thiadiazin-2-yl)-2-(6-fluoro-2,3-dimethylphenyl)propyl)-1,3,4-oxadiazol-2(3H)-one